(1R,5S)-3-[7-chloro-8-fluoro-2-[[1-[(4-methoxyimino-1-piperidyl)methyl]cyclopropyl]methoxy]pyrido[4,3-d]pyrimidin-4-yl]-3,8-diazabicyclo[3.2.1]octane-8-carboxylic acid tert-butyl ester C(C)(C)(C)OC(=O)N1[C@H]2CN(C[C@@H]1CC2)C=2C1=C(N=C(N2)OCC2(CC2)CN2CCC(CC2)=NOC)C(=C(N=C1)Cl)F